CC1=NC(=NN1C1=CC=C(C=C1)C(C)(C)C1=CC=C(C=C1)C1=CC=C(C=C1)CN1CCOCC1)C(=O)N 5-methyl-1-(4-(2-(4'-(morpholinylmethyl)-[1,1'-biphenyl]-4-yl)propan-2-yl)phenyl)-1H-1,2,4-triazole-3-carboxamide